7-Methoxy-3-methyl-8-(1-methyl-1H-pyrazol-4-yl)-1-[1-(tetrahydropyran-4-yl)-1H-pyrazol-4-yl]-1,3-dihydroimidazo-[4,5-c]quinolin-2-one COC=1C(=CC=2C3=C(C=NC2C1)N(C(N3C=3C=NN(C3)C3CCOCC3)=O)C)C=3C=NN(C3)C